2-methyl-1,5-heptadiene CC(=C)CCC=CC